N2-(4-chlorobenzyl)-N3-cyclohexylquinoxaline-2,3-diamine ClC1=CC=C(CNC2=NC3=CC=CC=C3N=C2NC2CCCCC2)C=C1